C(=C)C1=CNC2=CC(=CC(=C12)C=C)C=C 3,4,6-trivinyl-indole